C(C(C(C(C(C(COCCC#N)OCCC#N)OCCC#N)OCCC#N)OCCC#N)OCCC#N)OCCC#N 3,3',3'',3''',3'''',3''''',3''''''-(heptane-1,2,3,4,5,6,7-heptaylheptakis(oxy))heptapropanenitrile